FC1=CC=C(C=C1)C=1C(=NC=CN1)C=1C=CC=2N(C1)C(=CN2)C=2C=CC(=NC2)NC(OC)=O methyl N-[5-[6-[3-(4-fluorophenyl)pyrazin-2-yl]imidazo[1,2-a]pyridin-3-yl]-2-pyridyl]carbamate